CSC(C)(C)S(=O)N1C(CCCC1)C=1NC(=CN1)C1=CC=C(C=C1)C 1-((2-(methylthio)propan-2-yl)sulfinyl)-2-(5-(p-tolyl)-1H-imidazol-2-yl)piperidine